FC(COCCNC(OC(C)(C)C)=O)F tert-butyl (2-(2,2-difluoroethoxy)ethyl)carbamate